2-(3-fluorophenyl)-1,3-benzoxazol FC=1C=C(C=CC1)C=1OC2=C(N1)C=CC=C2